N1=C2C(=NC=C1)CN(C2)C(=O)N 5,7-dihydro-6H-pyrrolo[3,4-b]pyrazine-6-carboxamide